BrCC1C(C1)COC\C=C(\CC\C=C(\CCC=C(C)C)/C)/C 1-(bromomethyl)-2-({[(2E,6E)-3,7,11-trimethyldodeca-2,6,10-trien-1-yl]oxy}methyl)cyclopropane